ortho-phosphoric acid sodium salt [Na+].P([O-])([O-])([O-])=O.[Na+].[Na+]